(S)-4,4,4-trifluoro-2-(1-(4-fluorophenyl)-8-methoxy-9-(2-methyl-2H-tetrazol-5-yl)-5,6-dihydropyrrolo[2,1-a]isoquinoline-3-carboxamido)-2-methylbutanoic acid FC(C[C@](C(=O)O)(C)NC(=O)C1=CC(=C2N1CCC1=CC(=C(C=C21)C=2N=NN(N2)C)OC)C2=CC=C(C=C2)F)(F)F